C(C)(C)(C)OC(=O)N1N=C(C2=CC=C(C=C12)SC1=C(C=CC=C1)C(NCC(F)(F)F)=O)I 3-iodo-6-[2-(2,2,2-trifluoroethylcarbamoyl)phenyl]sulfanylindazole-1-carboxylic acid tert-butyl ester